tert-butyl (4-((3-acetamido-4-((4-methyl-5-nitrothiazol-2-yl)carbamoyl)phenyl)amino)butyl)carbamate C(C)(=O)NC=1C=C(C=CC1C(NC=1SC(=C(N1)C)[N+](=O)[O-])=O)NCCCCNC(OC(C)(C)C)=O